C1(=CC=CC=C1)[Si](C1=CC=C(C=C1)Br)(C1=CC=CC=C1)C1=CC=CC=C1 triphenyl-4-bromophenyl-silane